FC([C@@H]1[C@@](CN(CC1)CC)(C(=O)OC)C)F methyl (3S,4S)-4-(difluoromethyl)-1-ethyl-3-methylpiperidine-3-carboxylate